(R)-1-((1-(2-cyanoacetyl)piperidin-3-yl)oxy)-4-(1-cyclobutyl-1H-pyrazol-4-yl)-7-isopropoxyisoquinoline-6-carboxamide C(#N)CC(=O)N1C[C@@H](CCC1)OC1=NC=C(C2=CC(=C(C=C12)OC(C)C)C(=O)N)C=1C=NN(C1)C1CCC1